ClC=1C=C2C(=C(C=NC2=CC1)C1CCOCC1)NC1=C(C(=O)O)C=C(C=C1)C 2-[(6-chloro-3-tetrahydropyran-4-yl-4-quinolinyl)amino]-5-methyl-benzoic acid